((5s,7s)-7-fluoro-5-phenyl-6,7-dihydro-5H-pyrrolo[1,2-b][1,2,4]triazol-2-yl)((R)-tetrahydrofuran-3-yl)methanone F[C@H]1C[C@H](N2N=C(N=C21)C(=O)[C@H]2COCC2)C2=CC=CC=C2